O1N=C(N=C1)N1CCC(CC1)N(C=1C=NC=CC1OC1CC1)C1=CC=C(C=C1)OC(F)F N-(1-(1,2,4-Oxadiazol-3-yl)piperidin-4-yl)-4-cyclopropoxy-N-(4-(difluoromethoxy)phenyl)pyridin-3-amine